2-(tributyl-λ5-phosphinidene)acetonitrile C(CCC)P(=CC#N)(CCCC)CCCC